1-fluorohexahydro-1H-pyrrolizin FC1CCN2CCCC12